C(CCC(=O)ON1C(CCC1=O)=O)(=O)ON1C(CCC1=O)=O bis(2,5-dioxopyrrolidin-1-yl) succinate